3-(4-methylpiperazin-1-yl)propyl (1-(6-methoxy-3,4-dihydro-2H-benzo[b][1,4]oxazin-7-yl)-6-(pyrazolo[1,5-a]pyrimidin-3-yl)-1H-pyrazolo[4,3-c]pyridin-3-yl)carbamate COC1=CC2=C(OCCN2)C=C1N1N=C(C=2C=NC(=CC21)C=2C=NN1C2N=CC=C1)NC(OCCCN1CCN(CC1)C)=O